1-methyl-piperidine-4-carboxylic acid ((R)-7-hydroxy-2,3-dihydro-benzo[1,4]dioxin-2-ylmethyl)-amide OC=1C=CC2=C(O[C@@H](CO2)CNC(=O)C2CCN(CC2)C)C1